F[C@@H]1[C@@H](CC=C(C1)C1=NC=CC(=N1)NC=1N=CC2=C(C=CC(=C2C1)C(C)C)N1[C@@H]([C@H](C1)CS(=O)(=O)C)C)OC([2H])([2H])[2H] N-(2-((4R,5S)-5-fluoro-4-(methoxy-d3)cyclohex-1-en-1-yl)pyrimidin-4-yl)-5-isopropyl-8-((2R,3S)-2-methyl-3-((methanesulfonyl)methyl)azetidin-1-yl)isoquinolin-3-amine